1-(bicyclo[1.1.1]pent-1-yl)-N-((R)-1-(3-(difluoromethyl)-2-fluorophenyl)ethyl)-4-(((1s,3s)-3-(dimethylamino)cyclobutyl)amino)-6-oxo-1,6-dihydropyridine-3-carboxamide C12(CC(C1)C2)N2C=C(C(=CC2=O)NC2CC(C2)N(C)C)C(=O)N[C@H](C)C2=C(C(=CC=C2)C(F)F)F